3-(4-Chloro-2,6-dimethylphenyl)-8-methoxy-1-methyl-1,8-diazaspiro[4.5]decan-2,4-dion ClC1=CC(=C(C(=C1)C)C1C(N(C2(C1=O)CCN(CC2)OC)C)=O)C